(S)-2-(2-(4-(3-hydroxypropyl)piperazin-1-yl)acetamido)-3-(((9Z,12Z)-octadeca-9,12-dien-1-yl)oxy)-3-oxopropyl (9Z,12Z)-octadeca-9,12-dienoate C(CCCCCCC\C=C/C\C=C/CCCCC)(=O)OC[C@@H](C(=O)OCCCCCCCC\C=C/C\C=C/CCCCC)NC(CN1CCN(CC1)CCCO)=O